CC1=NNC2=CC(=CC=C12)/C=C/C(=O)N[C@@H]1[C@@H](COC2=CC=CC=C12)C (E)-3-(3-methyl-1H-indazol-6-yl)-N-((3S,4R)-3-methylchroman-4-yl)acrylamide